C1NCCC2=CC(=CC=C12)C(=O)OCC Ethyl 1,2,3,4-tetrahydroisoquinoline-6-carboxylate